N-(3-(diethylamino)propyl)-2-phenylbenzo[d]imidazo[2,1-b]thiazole-7-carboxamide C(C)N(CCCNC(=O)C1=CC2=C(N3C(S2)=NC(=C3)C3=CC=CC=C3)C=C1)CC